5'-METHYL-N-(1-METHYL-1H-INDAZOL-7-YL)-[2,3'-BIPYRIDINE]-5-SULFONAMIDE CC=1C=C(C=NC1)C1=NC=C(C=C1)S(=O)(=O)NC=1C=CC=C2C=NN(C12)C